C(C)(C)(C)OC([C@H](N)CCC(=O)OC(C)(C)C)=O D-glutamic acid di-tert-butyl ester